CC1=C(CN2C3N(C4N(C(N(C2C4=O)CC4=C(C=CC=C4)C)C3=O)CC3=C(C=CC=C3)C)CC3=C(C=CC=C3)C)C=CC=C1 2,4,6,8-tetra(2-methylbenzyl)-2,4,6,8-tetraazaadamantane-9,10-dione